1,2-butylendiamin C(C(CC)N)N